4-hydroxy-1-methyl-N-(2-methylphenyl)-2-oxo-5-(2,2,2-trifluoroethyl)-1,2,5,6-tetrahydro-pyridine-3-carbothioamide OC1=C(C(N(CC1CC(F)(F)F)C)=O)C(NC1=C(C=CC=C1)C)=S